N,N'-(dithiodi-p-phenylene)bismaleimide C1(=CC=C(C=C1)N1C(C=CC1=O)=O)SSC1=CC=C(C=C1)N1C(C=CC1=O)=O